(2-(phenethylsulfinyl)phenyl)benzamide ethyl-3-(4-trifluoromethylphenyl)-3-aminoacrylate C(C)OC(C=C(N)C1=CC=C(C=C1)C(F)(F)F)=O.C(CC1=CC=CC=C1)S(=O)C1=C(C=CC=C1)C1=C(C(=O)N)C=CC=C1